2-(4-chlorophenyl)cyclopropane-1-carbothioamide ClC1=CC=C(C=C1)C1C(C1)C(N)=S